(2S,3R)-4,4-difluoro-2-[(2-fluoro[1,1'-biphenyl]-3-yl)methyl]-1-[(2R)-oxolane-2-carbonyl]pyrrolidin-3-ylmethane-sulfonamide FC1([C@@H]([C@@H](N(C1)C(=O)[C@@H]1OCCC1)CC=1C(=C(C=CC1)C1=CC=CC=C1)F)CS(=O)(=O)N)F